Cl.FC1=C(CCNC(=N)N)C=CC=C1 1-(2-fluorophenethyl)guanidine hydrochloride